F[C@@H]1[C@@H](C1)C(=O)NC1=CC=C2C(=N1)NC=C2C2=CC1=C(N=CN1)C(=C2OC)F (1S,2S)-2-fluoro-N-[3-(7-fluoro-6-methoxy-3H-1,3-benzodiazol-5-yl)-1H-pyrrolo[2,3-b]pyridin-6-yl]cyclopropane-1-carboxamide